Cl.N[C@H](C(=O)OC(C)(C)C)CSC(F)(F)F tert-butyl (2R)-2-amino-3-(trifluoromethylsulfanyl)propanoate hydrochloride